2-(1H-imidazol-5-yl)-N-(3-(piperidin-1-yl)cyclobutyl)thiazole-4-carboxamide N1C=NC=C1C=1SC=C(N1)C(=O)NC1CC(C1)N1CCCCC1